4-(3-bromo-2-fluoro-5-(oxetan-3-ylmethoxy)phenyl)-1,3,5-trimethyl-1H-pyrazole BrC=1C(=C(C=C(C1)OCC1COC1)C=1C(=NN(C1C)C)C)F